2-(CHLOROMETHYL)-5-NITROPHENYLBORONIC ACID ClCC1=C(C=C(C=C1)[N+](=O)[O-])B(O)O